7-[(4-Methoxyphenyl)methyl-methyl-amino]-N-[(3R)-1-methyl-2-oxo-pyrrolidin-3-yl]-5-[(6-methyl-2-pyridyl)amino]pyrazolo[1,5-a]pyrimidine-3-carboxamide COC1=CC=C(C=C1)CN(C1=CC(=NC=2N1N=CC2C(=O)N[C@H]2C(N(CC2)C)=O)NC2=NC(=CC=C2)C)C